2-{6-[(5,5-dimethyl-4-azaspiro[2.5]octan-7-yl)oxy]pyridazin-3-yl}-5-(1H-pyrazol-4-yl)pyridin-3-ol CC1(NC2(CC2)CC(C1)OC1=CC=C(N=N1)C1=NC=C(C=C1O)C=1C=NNC1)C